tert-butyl (2-(3-oxo-3-(4-(5-phenyl-4,5-dihydro-1H-pyrazole-1-carbonyl)piperidin-1-yl)propoxy)ethyl)carbamate O=C(CCOCCNC(OC(C)(C)C)=O)N1CCC(CC1)C(=O)N1N=CCC1C1=CC=CC=C1